CN1C2=C(OCC1)C=C(C=C2)C2=C(C1=C(C=N2)N(C=N1)CC1CNCC1)C1=CC=C(C#N)C=C1 4-(6-(4-methyl-3,4-dihydro-2H-benzo[b][1,4]oxazin-7-yl)-3-(pyrrolidin-3-ylmethyl)-3H-imidazo[4,5-c]pyridin-7-yl)benzonitrile